ClC=1C(=NC(=NC1)NC1=C(C=C(C=C1)N1CCC(CC1)NCCCCNC=1C=C2CN(C(C2=CC1)=O)C1C(NC(CC1)=O)=O)OC)NC1=C(C=CC=C1)P(=O)(OC)OC 3-(5-((4-((1-(4-((5-chloro-4-((2-(dimethylphosphono)phenyl)amino)pyrimidin-2-yl)amino)-3-methoxyphenyl)piperidin-4-yl)amino)butyl)amino)-1-oxoisoindolin-2-yl)piperidine-2,6-dione